2,2-Bis[4-(4-maleimidophenoxy)phenyl]propane C1(C=CC(N1C1=CC=C(OC2=CC=C(C=C2)C(C)(C)C2=CC=C(C=C2)OC2=CC=C(C=C2)N2C(C=CC2=O)=O)C=C1)=O)=O